CC=1N(C2=CC=C(C=C2C1)NC(C=C)=O)C1=CC=C(C=C1)C(F)(F)F N-[2-methyl-1-[4-(trifluoromethyl)phenyl]indol-5-yl]acrylamide